2-(1-((2-(trimethylsilyl)ethoxy)methyl)-1H-pyrazol-4-yl)cyclopentan-1-one C[Si](CCOCN1N=CC(=C1)C1C(CCC1)=O)(C)C